ClC=1C=C(C=2NS(NCC2N1)(=O)=O)[N+](=O)[O-] 6-chloro-8-nitro-3,4-dihydro-1H-pyrido[3,2-c][1,2,6]thiadiazine 2,2-dioxide